Cl.C[C@H]1N([C@H](CNC1)C)CC(=O)NC=1C=NC(=CC1)C1C(NC(CC1)=O)=O 2-((2R,6S)-2,6-dimethylpiperazin-1-yl)-N-(6-(2,6-dioxopiperidin-3-yl)pyridin-3-yl)acetamide hydrochloride